4-(8-((6-cyclopropyl-3-ethoxy-5-(4-fluorophenyl)pyridin-2-yl)methyl)-2-oxo-1-oxa-3,8-diazaspiro[4.5]decan-3-yl)-N,N-bis(4-methoxybenzyl)benzenesulfonamide C1(CC1)C1=C(C=C(C(=N1)CN1CCC2(CN(C(O2)=O)C2=CC=C(C=C2)S(=O)(=O)N(CC2=CC=C(C=C2)OC)CC2=CC=C(C=C2)OC)CC1)OCC)C1=CC=C(C=C1)F